CN(CCO[C@H]1CN2C(OC1)=C(C=N2)S(=O)(N)=NC(NC2=C1CCCC1=CC=1CCCC21)=O)C (6S)-6-(2-(dimethylamino)ethoxy)-N'-((1,2,3,5,6,7-hexahydro-s-indacen-4-yl)carbamoyl)-6,7-dihydro-5H-pyrazolo[5,1-b][1,3]oxazine-3-sulfonimidamide